7-(5-(4-fluorophenyl)-2-(1-(2-hydroxyethyl)isoquinolin-6-yl)oxazol-4-yl)-1,7-naphthyridin-8(7H)-one FC1=CC=C(C=C1)C1=C(N=C(O1)C=1C=C2C=CN=C(C2=CC1)CCO)N1C=CC=2C=CC=NC2C1=O